8-chloro-2-(pyridin-3-yl)quinoline-3-carbaldehyde ClC=1C=CC=C2C=C(C(=NC12)C=1C=NC=CC1)C=O